5-cyclopropyl-4-(((7-(3,5-difluorobenzyl)-7-azaspiro[3.5]non-2-yl)methoxy)methyl)-2-fluoro-N-(methylsulfonyl)benzamide C1(CC1)C=1C(=CC(=C(C(=O)NS(=O)(=O)C)C1)F)COCC1CC2(C1)CCN(CC2)CC2=CC(=CC(=C2)F)F